N,N-bis(2-methoxyethyl)pyrrolidinium COCC[N+]1(CCCC1)CCOC